5-(benzyl(methyl)amino)-N-(3-(dimethylamino)phenyl)-7-(1H-pyrazol-4-yl)pyrazolo[1,5-a]pyrimidine-2-carboxamide C(C1=CC=CC=C1)N(C1=NC=2N(C(=C1)C=1C=NNC1)N=C(C2)C(=O)NC2=CC(=CC=C2)N(C)C)C